(3S)-1-[3-[3-[5-(2,2-Dimethylpropyl)-1,3,4-oxadiazol-2-yl]-1-bicyclo[1.1.1]pentanyl]azetidine-1-carbonyl]pyrrolidine-3-carboxamide CC(CC1=NN=C(O1)C12CC(C1)(C2)C2CN(C2)C(=O)N2C[C@H](CC2)C(=O)N)(C)C